methyl (2s,3s)-3-methylaziridine-2-carboxylate C[C@H]1[C@H](N1)C(=O)OC